O=C1C=CNC2=CC=NC=C12 oxo-1,4-dihydro-1,6-naphthyridine